2,6-dicyclohexyl-4-n-octylphenol C1(CCCCC1)C1=C(C(=CC(=C1)CCCCCCCC)C1CCCCC1)O